ClCCC[Si](OCC)(OCC)C γ-chloropropyl-methyldiethoxysilane